C(C)(C)(C)OC(=O)N1CC([C@H](CC1)OC1=NC(=CN=C1)NC1=NNC(=C1)OC(F)F)(C)C.ClC=1C=C(NCC2(CC2)C(F)(F)F)C=C(C1)Cl 3,5-dichloro-N-((1-(trifluoromethyl)cyclopropyl)methyl)aniline tert-butyl-(S)-4-((6-((5-(difluoromethoxy)-1H-pyrazol-3-yl)amino)pyrazin-2-yl)oxy)-3,3-dimethylpiperidine-1-carboxylate